ClC1=CC=C2CCC(CC2=C1)N1C[C@H](C[C@H]1C)COC1=CC=C(C=C1)S(=O)(=O)CCO 2-(4-{[(3S,5R)-1-[7-chloro-1,2,3,4-tetrahydronaphthalen-2-yl]-5-methylpyrrolidin-3-yl]methoxy}benzenesulfonyl)ethan-1-ol